6-(bromomethyl)-2-chloro-5-fluoro-pyridine-3-carbonitrile BrCC1=C(C=C(C(=N1)Cl)C#N)F